FC(C(OC)C=1C=CC(=NC1)N1N=CC(=C1)C1=C(C(=NC=C1)N)N)(F)F 4-(1-(5-(2,2,2-trifluoro-1-methoxyethyl)pyridin-2-yl)-1H-pyrazol-4-yl)pyridine-2,3-diamine